OC=1C=CC2=C(N=C(S2)SC)C1 5-hydroxy-2-(methylthio)benzo[d]thiazole